6,7-dimethyl-2-[2-(4,5,6,7-tetrahydropyrazolo[1,5-a]pyridin-5-yl)tetrahydropyran-4-yl]-4-[3-(trifluoromethyl)-1-bicyclo[1.1.1]pentanyl]pteridine CC=1N=C2C(=NC(=NC2=NC1C)C1CC(OCC1)C1CC=2N(CC1)N=CC2)C21CC(C2)(C1)C(F)(F)F